C1=CC(=CC=C1NC2=CC=C(C=C2)[N+](=O)[O-])[N+](=O)[O-] 4,4'-dinitrodiphenylamine